ClCC1=NC=CN=C1C(C)(F)F 2-(chloromethyl)-3-(1,1-difluoroethyl)pyrazine